C(CCC)OC(CN1C(=NC=C(C1=O)NCC1=C(C=C(C=C1)OC)OC)N1CCOCC1)=O.ClC1=NC=CC(=C1)OC(F)(F)F 2-chloro-4-(trifluoromethoxy)pyridine butyl-2-(5-((2,4-dimethoxybenzyl)amino)-2-morpholino-6-oxopyrimidin-1(6H)-yl)acetate